FC1(CCN(CC1)C1=NC(=NC=C1)NC(C1=C(C=C(C(=C1)F)NS(=O)(=O)CCO)N1CCC2(CC2)CC1)=O)F N-(4-(4,4-difluoropiperidin-1-yl)pyrimidin-2-yl)-5-fluoro-4-((2-hydroxyethyl)sulfonamido)-2-(6-azaspiro[2.5]octan-6-yl)benzamide